BrC=1C(=NC(=C(C(=O)OC)C1)OC)C1=CC=CC=C1 methyl 5-bromo-2-methoxy-6-phenylnicotinate